4-((3-(tert-butoxy)-3-oxopropyl)amino)-3-methoxy-5-nitrobenzoic acid methyl ester COC(C1=CC(=C(C(=C1)[N+](=O)[O-])NCCC(=O)OC(C)(C)C)OC)=O